CNCCCN(CCC)C 1,5-Dimethyl-1,5-diazaoctan